6-(2-isopropylphenyl)-3-methyl-1-(4-(1-methyl-4-(trifluoromethyl)-1H-imidazol-2-yl)benzyl)-1H-pyrazolo[3,4-d]pyrimidine C(C)(C)C1=C(C=CC=C1)C1=NC=C2C(=N1)N(N=C2C)CC2=CC=C(C=C2)C=2N(C=C(N2)C(F)(F)F)C